phenoxymenthol O(C1=CC=CC=C1)C1(CC(C(CC1)C(C)C)O)C